3-{[(benzyloxy)carbonyl]Amino}bicyclo[2.2.2]Oct-5-ene-2-carboxylic acid methyl ester COC(=O)C1C2C=CC(C1NC(=O)OCC1=CC=CC=C1)CC2